C(C)OC(=O)C=1C=C2CCC(NC2=C(C1)NC1CCCC1)(C)C 8-cyclopentylamino-2,2-dimethyl-3,4-dihydro-1H-quinoline-6-carboxylic acid ethyl ester